(R)-(6,7-dichloro-1-methyl-1,3,4,5-tetrahydro-2H-pyrido[4,3-b]indol-2-yl)(6,7-dihydro-5H-pyrimido[4,5-b][1,4]oxazin-2-yl)methanone ClC1=C(C=CC=2C3=C(NC12)CCN([C@@H]3C)C(=O)C=3N=CC1=C(OCCN1)N3)Cl